CN(P(=O)(N(C)C)NC1=NC=C(C=C1S(=O)(=O)N(C)C)C1CC1)C 2-((bis(dimethylamino)phosphoryl)amino)-5-cyclopropyl-N,N-dimethylpyridine-3-sulfonamide